BrC=1C=C(C=C(C1)Cl)NC(NC1=C(C(=O)NC)C=CC(=C1)OC(F)(F)F)=O 2-[3-(3-bromo-5-chlorophenyl)ureido]-4-trifluoromethoxy-N-methylbenzamide